N-palmitoyl-β-hydroxy-L-tyrosine C(CCCCCCCCCCCCCCC)(=O)N[C@@H](C(C1=CC=C(C=C1)O)O)C(=O)O